1-(azepan-4-yl)-1-[(2,4-difluorophenyl)methyl]-3-{[4-(propan-2-yloxy)phenyl]methyl}urea N1CCC(CCC1)N(C(=O)NCC1=CC=C(C=C1)OC(C)C)CC1=C(C=C(C=C1)F)F